N[C@H](CN1C(CCC(C1)(F)F)=O)CC(=O)N1CC=2N=C(N=C(C2CC1)C(F)(F)F)C(F)(F)F (S)-1-(2-amino-4-(2,4-bis(trifluoromethyl)-5,8-dihydropyrido[3,4-d]pyrimidin-7(6H)-yl)-4-oxobutyl)-5,5-difluoropiperidin-2-one